C(C)(C)(C)OC(=O)N(C1=NN2C(C=C(C=C2)C=2C=NC(=C(C(=O)OC)C2)OC)=N1)C methyl 5-(2-((tert-butoxycarbonyl) (methyl) amino)-[1,2,4]triazolo[1,5-a]pyridin-7-yl)-2-methoxynicotinate